8-(5,6-dichloropyridin-3-yl)-2-(2-(3-fluoro-3-methylazetidin-1-yl)-2-oxoethyl)-4-methylpyrrolo[1,2-a]pyrazin-1(2H)-one ClC=1C=C(C=NC1Cl)C=1C=CN2C1C(N(C=C2C)CC(=O)N2CC(C2)(C)F)=O